(S)-6'-bromo-8-(difluoromethoxy)-5'-fluoro-2',3'-dihydro-3H-dispiro[imidazo[1,2-a]pyridine-2,1'-naphthalene-4',2''-[1,3]dithiolane]-6-carbonitrile BrC=1C(=C2C(=CC1)[C@]1(CCC23SCCS3)N=C3N(C=C(C=C3OC(F)F)C#N)C1)F